ammonium octyl acrylate C(C=C)(=O)OCCCCCCCC.[NH4+]